(E)-5,5-difluoro-4-oxo-5-phenylpent-2-en-1-yl-5-methyl-2-nitrobenzoate FC(C(/C=C/COC(C1=C(C=CC(=C1)C)[N+](=O)[O-])=O)=O)(C1=CC=CC=C1)F